3α-acetoxy-6β,7β-epoxytropane C(C)(=O)O[C@H]1C[C@H]2[C@H]3[C@@H]([C@@H](C1)N2C)O3